ClC=1C=C(C=CC1)[C@@H]1OC=CC=C1 (R)-2-(3-chlorophenyl)-2H-pyran